C(C)(=O)C1=CN=C(C2=CC=CC=C12)NCCNC(OC(C)(C)C)=O tert-butyl (2-((4-acetylisoquinolin-1-yl)amino)ethyl)carbamate